FC=1C=C(C=C(C1)F)C=1C=C(C(=NC1)C1=NC=C2N=C(N(C2=N1)C)C(F)(F)F)S(=O)(=O)CC (5-(3,5-difluorophenyl)-3-(ethylsulfonyl)pyridin-2-yl)-9-methyl-8-(trifluoromethyl)-9H-purine